SC[C@]1(N2CCC(C1=O)(CC2)C)CSC (1R,2S,4R)-2-(mercapto-methyl)-4-methyl-2-((methylthio)methyl)quinuclidin-3-one